4-((tosyloxy)methyl)pyrrolidine-1-carboxylate S(=O)(=O)(C1=CC=C(C)C=C1)OCC1CCN(C1)C(=O)[O-]